C1(=CCCC1)C=1C=NC2=CC(=C(C=C2C1)OC)OC 3-Cyclopent-1-enyl-6,7-dimethoxy-quinoline